3-(4-carboxymethyl-phenylthio)-2-hydroxypropyl-sodium C(=O)(O)CC1=CC=C(C=C1)SCC(C[Na])O